(4R)-4-(4,4-diethyl-2-imino-6-oxo-hexahydropyrimidin-1-yl)-N-(2,3,4,5-tetrahydro-1-benzoxepin-5-yl)chromane-6-carboxamide C(C)C1(NC(N(C(C1)=O)[C@@H]1CCOC2=CC=C(C=C12)C(=O)NC1CCCOC2=C1C=CC=C2)=N)CC